FC(C1=NN(C=C1C(=O)NC(C1=CC=CC2=CC=CC=C12)C=1SC(=C(N1)C)C)C)F 3-(difluoromethyl)-N-((4,5-dimethylthiazol-2-yl)(naphthalen-1-yl)methyl)-1-methyl-1H-pyrazole-4-carboxamide